NC=1C=CC(=C(C(=O)N[C@H](C)C2=CC=CC3=CC=CC=C23)C1)Br (R)-5-amino-2-bromo-N-(1-(naphthalen-1-yl)ethyl)benzamide